COC=1N=NC(=CC1)OC 3,6-dimethoxypyridazine